C1(CC1)C1=CC=C(C=C1)B1OC(C(O1)(C)C)(C)C 2-(4-cyclopropylphenyl)-4,4,5,5-tetramethyl-1,3,2-dioxaborolane